C1(=C(C=CC=C1)NC(=O)C=1SC=CC1)C1=CC=CC=C1 N-([1,1'-biphenyl]-2-yl)thiophene-2-carboxamide